4-(3-fluoro-4-((3S,4s,5R)-1-glycyl-4-hydroxy-3,5-dimethylpiperidin-4-yl)-5-methylphenyl)-1H-pyrrolo[2,3-b]pyridine-3-carbonitrile FC=1C=C(C=C(C1C1([C@H](CN(C[C@H]1C)C(CN)=O)C)O)C)C1=C2C(=NC=C1)NC=C2C#N